1-(2-((R)-1-aminoethyl)-6-(1-fluoroethyl)imidazo[1,2-a]pyridin-8-yl)-3-methylimidazolidine-2,4-dione N[C@H](C)C=1N=C2N(C=C(C=C2N2C(N(C(C2)=O)C)=O)C(C)F)C1